NITROPHENOXYETHANOL [N+](=O)([O-])C(C)(O)OC1=CC=CC=C1